tricosanol palmitoleate Tristearyl-palmitoleate C(CCCCCCCCCCCCCCCCC)C(CCCCC\C=C/CCCCCCCC(=O)O)(CCCCCCCCCCCCCCCCCC)CCCCCCCCCCCCCCCCCC.C(CCCCCCC\C=C/CCCCCC)(=O)O.C(CCCCCCCCCCCCCCCCCCCCCC)O